C1(=CC=CC=C1)C1(S(=O)(=O)CCC1)/C(=C/S(=O)(=O)C1=CC=C(C)C=C1)/CCCC (E)-Phenyl-(1-tosylhex-1-en-2-yl)sulfolane